Br[Mg]CCCCCCCCCCCCCCCCC(F)(F)F Bromo(17,17,17-trifluoroheptadecyl)magnesium